COC1=CC2=C(C=CN=C2C=C1)[C@@H](C3CC4CCN3CC4C=C)OC5=NN=C(C6=CC=CC=C65)OC(C7CC8CCN7CC8C=C)C9=C1C=C(C=CC1=NC=C9)OC (9S)-(9''S)-9,9''-[1,4-Phthalazinediylbis(oxy)]bis[10,11-dihydro-6'-methoxycinchonan]